2-((2-hydroxyethyl)thio)-1-(4-(5-(trifluoromethyl)-1,2,4-oxadiazol-3-yl)phenyl)ethan-1-one OCCSCC(=O)C1=CC=C(C=C1)C1=NOC(=N1)C(F)(F)F